1-{[2-(hydroxymethyl)-5-oxopyrrolidin-2-yl]methoxy}-7-(propan-2-yloxy)isoquinoline-6-carboxamide OCC1(NC(CC1)=O)COC1=NC=CC2=CC(=C(C=C12)OC(C)C)C(=O)N